3-methoxy-1,2-phenylenediamine COC=1C(=C(C=CC1)N)N